tert-Butyl 4-[[3-[(7R,9aR)-7-phenyl-1,3,4,6,7,8,9,9a-octahydropyrido[1,2-a]pyrazine-2-carbonyl]-2-chlorophenoxy]methyl]pyrazole-1-carboxylate C1(=CC=CC=C1)[C@H]1CC[C@H]2N(CCN(C2)C(=O)C=2C(=C(OCC=3C=NN(C3)C(=O)OC(C)(C)C)C=CC2)Cl)C1